CN(C=1C=CC(=C(C1)N1/C(/SCC1=O)=N/C(=O)NC1=C(C=C(C=C1)C1=NN(C=N1)C1=CC=C(C=C1)C(F)(F)F)F)OCCC(F)(F)F)C (Z)-1-(3-(5-(dimethylamino)-2-(3,3,3-trifluoropropoxy)phenyl)-4-oxothiazolidin-2-ylidene)-3-(2-fluoro-4-(1-(4-(trifluoromethyl)phenyl)-1H-1,2,4-triazol-3-yl)phenyl)urea